N1=CC=CC2=C(C=CC=C12)C1=NSC(=C1C(F)(F)F)C(=O)O 3-(quinolin-5-yl)-4-(trifluoromethyl)-1,2-thiazole-5-carboxylic acid